C1(CC1)C=1NC(=NN1)C1CC2(CN(C2)C(=O)N2CC(C2)C2=CC=C(C=C2)C=2C(=NN(C2)C)C(F)(F)F)C1 [6-(5-cyclopropyl-4H-1,2,4-triazol-3-yl)-2-azaspiro[3.3]heptan-2-yl]-[3-[4-[1-methyl-3-(trifluoromethyl)pyrazol-4-yl]phenyl]azetidin-1-yl]methanone